3-((R)-Hydroxy-(4-isopropyl-phenyl)-{6-[(S)-(tetrahydro-furan-3-yl)oxy]-pyridazin-4-yl}-methyl)-3-methyl-azetidine-1-carboxylic acid tert-butyl ester C(C)(C)(C)OC(=O)N1CC(C1)(C)[C@@](C1=CN=NC(=C1)O[C@@H]1COCC1)(C1=CC=C(C=C1)C(C)C)O